[Si](C)(C)(C(C)(C)C)OCCCCCNC(OC(C)(C)C)=O tert-butyl (5-((tert-butyldimethylsilyl)oxy)pentyl)carbamate